COC=1C(=NC(=C(C1)C)OC)CC(CC)NC(OC(C)(C)C)=O tert-butyl (1-(3,6-dimethoxy-5-methylpyridin-2-yl)butan-2-yl)carbamate